tridecyl 3,5-di-tert-butyl-4-hydroxyphenylpropionate C(C)(C)(C)C=1C=C(C=C(C1O)C(C)(C)C)C(C(=O)OCCCCCCCCCCCCC)C